C(CCCCCCCCCCC)OC(=O)C1=CC=2C(S1)=CSC2 2-((dodecyloxy)carbonyl)thieno[3,4-b]thiophene